CC1OC(CC1)C 2,5-dimethyl-tetrahydrofurane